2,2-diethoxy-N-(dimethylethoxysilylmethyl)-1-aza-2-silacyclopentane C(C)O[Si]1(N(CCC1)C[Si](OCC)(C)C)OCC